C(CCC)C(=CC)CCCCCCCCCC 3-butyl-2-tridecene